[N-]1C=NC=C1.NC(=S)N thiourea imidazolate